6-(1-methyl-1H-pyrazol-4-yl)benzo[c]isothiazol-4-ol CN1N=CC(=C1)C=1C=C(C=2C(=NSC2)C1)O